(1-Methyl-4,10-dihydrobenzo[b]pyrazolo[3,4-e][1,4]diazepin-5(1H)-yl)(pyridin-2-yl)methanone CN1N=CC2=C1NC1=C(N(C2)C(=O)C2=NC=CC=C2)C=CC=C1